FC1=C(C(=CC=C1)N1CCN(CC1)C(C)C)NC(=O)N1CCC(CC1)(C1=NOC(=C1)C)C N-{2-fluoro-6-[4-(propan-2-yl)piperazin-1-yl]phenyl}-4-methyl-4-(5-methyl-1,2-oxazol-3-yl)piperidine-1-Carboxamide